FC1=C(C(=CC=C1)F)N1CC(C1)C1=CC(=C(C=O)C(=C1)C)C 4-(1-(2,6-difluorophenyl)azetidin-3-yl)-2,6-dimethylbenzaldehyde